CC1=C(OC=2CCC3=CN(N=C3C21)CC2=NC=CC=C2)C(=O)NCC=2C=NOC2 8-Methyl-N-(1,2-oxazol-4-ylmethyl)-2-(pyridin-2-ylmethyl)-4,5-dihydro-2H-furo[2,3-g]indazol-7-carboxamid